N[C@H]1CN(C[C@@H](C1)F)C(=O)C1=CC2=C(N(C(=N2)C=2N(C3=CC=CC=C3C2)CC2CC2)CCC2CCS(CC2)(=O)=O)C(=C1)OC ((3R,5R)-3-amino-5-fluoropiperidin-1-yl)(2-(1-(cyclopropylmethyl)-1H-indol-2-yl)-1-(2-(1,1-dioxidotetrahydro-2H-thiopyran-4-yl)ethyl)-7-methoxy-1H-benzo[d]imidazol-5-yl)methanone